C(C(=C)C)(=O)OCC(C)(C)NC(C(=C1C2=CC=CC=C2SC=2C=CC=CC12)C#N)=O 2-(2-cyano-2-(9H-thioxanthen-9-ylidene) acetamido)-2-methylpropyl methacrylate